(R)-2-(5-(2-cyclopropylpropan-2-yl)-2-methoxyphenyl)-2-((R)-3-((5-(5,6,7,8-tetrahydro-1,8-naphthyridin-2-yl)pentyl)oxy)pyrrolidin-1-yl)acetic acid C1(CC1)C(C)(C)C=1C=CC(=C(C1)[C@H](C(=O)O)N1C[C@@H](CC1)OCCCCCC1=NC=2NCCCC2C=C1)OC